3-hydroxymethyl-p-menthane OCC1CC(CCC1C(C)C)C